C1(=CC=CC=C1)[C@@H]1CCC2=NN(C(N21)=O)C2CCN(CC2)S(=O)(=O)C2=CC=C(C=C2)C(F)(F)F (5S)-5-phenyl-2-(1-{[4-(trifluoromethyl)phenyl]sulfonyl}piperidin-4-yl)-2,5,6,7-tetrahydro-3H-pyrrolo[2,1-c][1,2,4]triazol-3-one